BrC1=C(C=C(C=C1)C1=CC=CC=C1)OC 4-bromo-3-methoxy-1,1'-biphenyl